1-(9Z,12Z,15Z-octadecatrienoyl)-2-tetradecanoyl-glycero-3-phosphoserine CCCCCCCCCCCCCC(=O)O[C@H](COC(=O)CCCCCCC/C=C\C/C=C\C/C=C\CC)COP(=O)(O)OC[C@@H](C(=O)O)N